COC1=C2CCC(CC2=C(C(=C1)OC)OC)N 5,7,8-trimethoxy-1,2,3,4-tetrahydronaphthalen-2-amine